CC1=NC=2N(C(=C1C)N)N=CC2N 5,6-dimethylpyrazolo-[1,5-a]pyrimidine-3,7-diamine